O-methyl isopropylphosphoramidothioate C(C)(C)NP(OC)([O-])=S